tert-Butyl-((3R,5R)-1-(2-(1-(cyclopropylmethyl)-6-(3-oxoisoindolin-5-yl)-1H-indol-2-yl)-4-methoxy-3-methylpyrazolo[1,5-a]pyridine-6-carbonyl)-5-fluoropiperidin-3-yl)carbamate C(C)(C)(C)OC(N[C@H]1CN(C[C@@H](C1)F)C(=O)C=1C=C(C=2N(C1)N=C(C2C)C=2N(C1=CC(=CC=C1C2)C=2C=C1C(NCC1=CC2)=O)CC2CC2)OC)=O